C1(CC1)C1CC(C1)(O)C1=CC=2C(=NC(=CC2)C2=CC=3C(N=C2)=NN(C3)C)S1 3-cyclopropyl-1-(6-(2-methyl-2H-pyrazolo[3,4-b]pyridin-5-yl)thieno[2,3-b]pyridin-2-yl)cyclobutanol